COC1=C(C(=CC2=C1C1=CC=C(C(C=C1[C@H](CC2)NC(C)=O)=O)N2C(CCC2)=O)OC)OC (S)-N-[1,2,3-trimethoxy-9-oxo-10-(2-oxo-pyrrolidin-1-yl)-5,6,7,9-tetrahydrobenzo[a]heptalen-7-yl]acetamide